ClC=1C(=NNC1)OC 4-chloro-3-methoxy-1H-pyrazole